androsta-5,16-dien-3-ol acetate C(C)(=O)OC1CC2=CC[C@H]3[C@@H]4CC=C[C@@]4(C)CC[C@@H]3[C@]2(CC1)C